(Z)-1-((2R,3R)-4-acetyl-3-(3-chloro-5-(2-methylpyrimidin-5-yl)phenyl)-2-methylpiperazin-1-yl)-3-chloroprop-2-en-1-one C(C)(=O)N1[C@@H]([C@H](N(CC1)C(\C=C/Cl)=O)C)C1=CC(=CC(=C1)C=1C=NC(=NC1)C)Cl